2'-Bromo-5'-methyl-3'-phenyl-1',7'-dihydrospiro[cyclobutane-1,6'-pyrrolo[3,2-c]pyridin]-4'(5'H)-one BrC1=C(C=2C(N(C3(CC2N1)CCC3)C)=O)C3=CC=CC=C3